(R)-N-(4-methoxy-2-morpholino-5-((6-(3-(3-(pyrazolo[1,5-a]pyrimidin-6-yl)phenyl)isoxazolidin-2-yl)pyrimidin-4-yl)amino)phenyl)acrylamide COC1=CC(=C(C=C1NC1=NC=NC(=C1)N1OCC[C@@H]1C1=CC(=CC=C1)C=1C=NC=2N(C1)N=CC2)NC(C=C)=O)N2CCOCC2